FC=1C=CC(=C(C1)NCC1=CC=C(CNC(OC(C)(C)C)=O)C=C1)[N+](=O)[O-] tert-butyl (4-(((5-fluoro-2-nitrophenyl)amino)methyl)benzyl)carbamate